tert-butyl 4-[5-(2-bromoacetyl)-2-pyridyl]piperazine-1-carboxylate BrCC(=O)C=1C=CC(=NC1)N1CCN(CC1)C(=O)OC(C)(C)C